3-(3-chloro-5-fluoro-2-methylanilino)-2-{3-[(oxetan-2-yl)methoxy]pyridin-4-yl}-1,5,6,7-tetrahydro-4H-pyrrolo[3,2-c]pyridin-4-one ClC=1C(=C(NC2=C(NC3=C2C(NCC3)=O)C3=C(C=NC=C3)OCC3OCC3)C=C(C1)F)C